(6-Methoxy-2-pyridyl)boronic acid COC1=CC=CC(=N1)B(O)O